N1NC(NNC1=O)=O hexahydro-1,2,4,5-tetrazine-3,6-dione